aluminum trisulfide [S-2].[S-2].[S-2].[Al+3].[Al+3]